4-amino-3-fluorobenzenethiol NC1=C(C=C(C=C1)S)F